2,4-diamino-6-chloropyrimidine-1-oxide NC1=[N+](C(=CC(=N1)N)Cl)[O-]